ClC=1C=C(C=CC1OC)S(=O)(=O)N1CCC2(CC(CO2)NC[C@@H](COC=2C=C(C=CC2)S(=O)(=O)NC)O)CC1 3-((2S)-3-(8-(3-chloro-4-methoxyphenylsulfonyl)-1-oxa-8-azaspiro[4.5]dec-3-ylamino)-2-hydroxypropoxy)-N-methylbenzenesulfonamide